C1(=CC=CC=C1)P(=O)(N(P(=O)(C1=CC=CC=C1)C1=CC=CC=C1)C1S(CCC1)(=O)=O)C1=CC=CC=C1 N,N-bis-(diphenylphosphinyl)aminotetrahydrothiophene-1,1-dioxide